NC=1C=C(C=O)C(=CN1)C1=CC=CC=C1 2-AMINO-5-PHENYLISONICOTINALDEHYDE